C(#N)C(C)(C)C=1C=CC=2N(C1)N=CC2C2=CC(=C(C(=O)N[C@@H]1[C@@H](C1)F)C(=C2)OC)OC(F)F 4-[6-(1-Cyano-1-methyl-ethyl)pyrazolo[1,5-a]pyridin-3-yl]-2-(difluoromethoxy)-N-[(1S,2R)-2-fluorocyclopropyl]-6-methoxy-benzamide